ClC1=CN=C(C=N1)N1CCC2=C(CC1)C=C(C=C2)[N+](=O)[O-] 3-(6-Chloropyrazin-3-yl)-7-nitro-2,3,4,5-tetrahydro-1H-benzo[d]azepine